N[C@@H](CCC(=O)O)C(=O)NCC(=O)O L-glutamyl-glycine